ClC=1C=C(OC2=CC=C(C=C2)C2CN(C2)C(=O)N2C[C@@H]3[C@@H](OCC(N3)=O)CC2)C=CC1 (4aR,8aS)-6-[3-[4-(3-chlorophenoxy)phenyl]azetidine-1-carbonyl]-4,4a,5,7,8,8a-hexahydropyrido[4,3-b][1,4]oxazin-3-one